methyl 4-[4-(tert-butyldimethylsilyloxy)-3-chloro-5-methylphenyl]-3-methyl-4-oxobutanoate [Si](C)(C)(C(C)(C)C)OC1=C(C=C(C=C1C)C(C(CC(=O)OC)C)=O)Cl